BrC(C)C1=CC(=CC=C1)F 1-(1-bromoethyl)-3-fluorobenzene